C(=O)OCC(CCCC1=CC=CC=C1)=O 2-oxo-5-phenylpentyl format